perfluoro-2-methyl-2-penten FC(C(=C(C(C(F)(F)F)(F)F)F)C(F)(F)F)(F)F